ClC=1C(=C(C=2N(N1)C(=NN2)C2=NOC(=C2)C)C)C 3-(6-chloro-7,8-dimethyl-[1,2,4]triazolo[4,3-b]pyridazine-3-yl)-5-methylisoxazole